FC1=C(C(=O)OCC)C=C(C=C1)OC1=CC(=NC=C1)C=1C=NN(C1)C ethyl 2-fluoro-5-{[2-(1-methylpyrazol-4-yl)-4-pyridyl]oxy}benzoate